C(#N)C=1C=C(C=NC1N1N=CC=N1)NC(=O)C=1C=NN(C1C(F)(F)F)C1=CC=NC2=CC=CC=C12 N-(5-Cyano-6-(2H-1,2,3-triazol-2-yl)pyridin-3-yl)-1-(chinolin-4-yl)-5-(trifluoromethyl)-1H-pyrazol-4-carboxamid